O(S(=O)(=O)C(F)(F)F)C(C)C(F)(F)F trifluoropropan-2-yl triflate